FC1=C(C(=CC(=C1)OC)F)C1=C(C(N(N1C)C1=NC(=CC(=C1)OC)C1CCNCC1)=O)NC(C1=CC=C(C=C1)OC(F)F)=O N-(5-(2,6-Difluoro-4-methoxyphenyl)-2-(4-methoxy-6-(piperidin-4-yl)pyridin-2-yl)-1-methyl-3-oxo-2,3-dihydro-1H-pyrazol-4-yl)-4-(difluoromethoxy)benzamide